γ-methacryloxypropyltrimethoxylsilane C(C(=C)C)(=O)OCCC[Si](OC)(OC)OC